5-Bromo-3-chloro-1-(4-fluoro-3-methoxyphenyl)-1H-indazole BrC=1C=C2C(=NN(C2=CC1)C1=CC(=C(C=C1)F)OC)Cl